FC=1C(=C(C=CC1F)[C@@H]1[C@H](O[C@@]([C@@H]1C)(C(F)(F)F)C)C(=O)NC1=CC(=NC=C1)OC[C@@H](CO)O)OC (2S,3R,4R,5S)-3-(3,4-Difluoro-2-methoxyphenyl)-N-(2-((R)-2,3-dihydroxypropoxy)pyridin-4-yl)-4,5-dimethyl-5-(trifluoromethyl)tetrahydrofuran-2-carboxamide